2-(3,4-dichlorophenyl)-2-methylpropanenitrile ClC=1C=C(C=CC1Cl)C(C#N)(C)C